N-[3-(N,N-diethylamino)phenyl]acetamide C(C)N(CC)C=1C=C(C=CC1)NC(C)=O